N-(4-((3,4-dimethylpiperazin-1-yl)methyl)-3-(trifluoromethyl)phenyl)-4-methylbenzamide CC1CN(CCN1C)CC1=C(C=C(C=C1)NC(C1=CC=C(C=C1)C)=O)C(F)(F)F